BrC1=CC(=C(C=C1C=1C(N(C2=CC(=NC=C2C1)NC)CC)=O)NC(=O)NC1=CC=CC=C1)F 1-(4-bromo-5-[1-ethyl-7-(methylamino)-2-oxo-1,2-dihydro-1,6-naphthyridin-3-yl]-2-fluorophenyl)-3-phenylurea